C(C)(C)(C)C1=CC(=NC=C1)N1C2=CC=C(C=C2C=2C=CC(=CC12)O)Cl 9-(4-(tert-butyl)pyridin-2-yl)-6-chloro-9H-carbazol-2-ol